[N+](=O)([O-])C1=CC=C(C=C1)/C(/CC=C)=N/O (E)-1-(4-nitrophenyl)but-3-en-1-one oxime